C[C@@H]1N(CCN(C1)C1COC1)C1=C(C=C(C=C1)NC(OCC1=CC=CC=C1)=O)[N+](=O)[O-] benzyl N-[4-[(2S)-2-methyl-4-(oxetan-3-yl)piperazin-1-yl]-3-nitrophenyl]carbamate